Cl.FC=1C=C(C=CC1)[C@H](CNC(CC1CCC(CC1)NS(=O)(=O)C1CC1)(C)C)O N-((1R,4r)-4-(2-(((R)-2-(3-Fluorophenyl)-2-hydroxyethyl)amino)-2-methylpropyl)cyclohexyl)cyclopropanesulfonamide hydrochloride